2,4-diamino-5-hydroxymethyl-pyrimidine NC1=NC=C(C(=N1)N)CO